propen-2-yl formate C(=O)OC(=C)C